(S)-4-(3-amino-1H-indazol-5-yl)-1-(2-((tert-butyldimethylsilyl)-oxy)-1-(3-chlorophenyl)ethyl)pyridin-2(1H)-one NC1=NNC2=CC=C(C=C12)C1=CC(N(C=C1)[C@H](CO[Si](C)(C)C(C)(C)C)C1=CC(=CC=C1)Cl)=O